C1(CC1)C=1C=NN(C1CO[C@H]1[C@@H]2CN([C@H](C1)C2)C2=CC(=C(C=C2)CCC(=O)OC)F)C2=C(C=CC=C2Cl)Cl methyl 3-[4-[(1S,4S,5R)-5-[[4-cyclopropyl-1-(2,6-dichlorophenyl)-1H-pyrazol-5-yl]methoxy]-2-azabicyclo[2.2.1]heptan-2-yl]-2-fluorophenyl]propanoate